C(C)(C)C1=CC(=CC2=C1N(C(N2C)=O)C)C2CC(OC1=C2C=NC(=C1)C=1C=CC(=NC1)C(=O)OC)(C)C Methyl 5-(4-(7-isopropyl-1,3-dimethyl-2-oxo-2,3-dihydro-1H-benzo[d]imidazol-5-yl)-2,2-dimethyl-3,4-dihydro-2H-pyrano[3,2-c]pyridin-7-yl)picolinate